N-(4-methoxy-1,2,5-thiadiazol-3-yl)-4-(3-(quinolin-2-yl)-5-thioxo-1,5-dihydro-4H-1,2,4-triazol-4-yl)benzenesulfonamide COC=1C(=NSN1)NS(=O)(=O)C1=CC=C(C=C1)N1C(=NNC1=S)C1=NC2=CC=CC=C2C=C1